ClC1=C(C=CC=C1)C(C#N)C1=NC=CC(=C1)C1CC1 2-(2-chlorophenyl)-2-(4-cyclopropyl-2-pyridyl)acetonitrile